1-Methyl-6-oxopiperidin-3-yl (8-amino-7-fluoro-6-(8-methyl-2,3-dihydro-1H-pyrido[2,3-b][1,4]oxazin-7-yl)isoquinolin-3-yl)carbamate NC=1C(=C(C=C2C=C(N=CC12)NC(OC1CN(C(CC1)=O)C)=O)C1=C(C2=C(OCCN2)N=C1)C)F